C1(=CC=CC=C1)S(=O)(=O)F Phenyl-sulfonyl fluoride